4-methoxy-5-(2-methylbenzo[d]oxazol-6-yl)-N-(4-((4-methylpiperazin-1-yl)methyl)phenyl)-7H-pyrrolo[2,3-d]pyrimidin-2-amine COC=1C2=C(N=C(N1)NC1=CC=C(C=C1)CN1CCN(CC1)C)NC=C2C2=CC1=C(N=C(O1)C)C=C2